2-methyl-2,7-diazaspiro[3.5]nonane-1,6-dione CN1C(C2(C1)CC(NCC2)=O)=O